(6-chloro-imidazo[1,5-a]pyridin-5-yl)-[5-chloro-1-(4-methoxy-phenyl)-1H-[1,2,3]triazol-4-yl]-methanol ClC=1C=CC=2N(C1C(O)C=1N=NN(C1Cl)C1=CC=C(C=C1)OC)C=NC2